(R)-7-Oxa-2-aza-spiro[4.5]decane-2-carboxylic acid (6-fluoro-4-methoxy-7-morpholin-4-yl-thiazolo[4,5-c]pyridin-2-yl)-amide FC1=C(C2=C(C(=N1)OC)N=C(S2)NC(=O)N2C[C@@]1(CC2)COCCC1)N1CCOCC1